FC=1C=CC(=NC1C)C1=NC=CC=C1C=1C=C2C(=NC=NC2=CC1)N 6-(5'-fluoro-6'-methyl-[2,2'-bipyridin]-3-yl)quinazolin-4-amine